ClC1=CC2=C(N(C(N2)=O)C2CCN(CC2)C=O)C=C1 4-(5-chloro-2-oxo-2,3-dihydro-1H-benzimidazol-1-yl)-1-formylpiperidine